NC=1C=C2CCN(C2=CC1)C=1C2=C(N=CN1)SC(=N2)C(=O)NC2CCN(CC2)C 7-(5-amino-2,3-dihydro-1H-indol-1-yl)-N-(1-methylpiperidin-4-yl)[1,3]thiazolo[5,4-d]pyrimidine-2-carboxamide